2-(4-bromo-3-chlorophenyl)ethan-1-ol BrC1=C(C=C(C=C1)CCO)Cl